6-bromo-2-oxo-1,2-dihydroquinazoline BrC=1C=C2C=NC(NC2=CC1)=O